2-((2-((1-(2-aminoethyl)piperidin-4-yl)amino)-4-methyl-1H-benzo[d]Imidazol-1-yl)methyl)-6-methylpyridin-3-ol NCCN1CCC(CC1)NC1=NC2=C(N1CC1=NC(=CC=C1O)C)C=CC=C2C